NC1=NC=NN2C1=C(C=C2Br)N2C[C@@H](CCC2)NC(C2=NC(=CC=C2)N2CCN(CC2)C)=O (R)-N-(1-(4-amino-7-bromopyrrolo[2,1-f][1,2,4]triazin-5-yl)piperidin-3-yl)-6-(4-methylpiperazin-1-yl)picolinamide